tridecyl-octyl-triethoxysilane C(CCCCCCCCCCCC)C(C)O[Si](OCC)(OCC)CCCCCCCC